N1N=C[SiH]=C1 1,2,4-diazasilole